FC=1C(=C(C=CC1)NC1=C(NC2=C1C(NCC2)=O)C2=C1C(=NC=C2)C=CO1)OC 3-[(3-fluoro-2-methoxyphenyl)amino]-2-{furo[3,2-b]pyridin-7-yl}-1H,5H,6H,7H-pyrrolo[3,2-c]pyridin-4-one